3-(hydroxymethyl)-N5-((1R,2R)-2-(methoxymethyl)cyclopropyl)-N7-methyl-3-phenyl-2,3-dihydrobenzofuran-5,7-dicarboxamide OCC1(COC2=C1C=C(C=C2C(=O)NC)C(=O)N[C@H]2[C@@H](C2)COC)C2=CC=CC=C2